N'-((5-cyclopropyl-6-fluoro-2,3-dihydro-1H-inden-4-yl)carbamoyl)-6,7-dihydro-5H-pyrazolo[5,1-b][1,3]oxazine-3-sulfonimidamide C1(CC1)C=1C(=C2CCCC2=CC1F)NC(=O)N=S(=O)(N)C=1C=NN2C1OCCC2